n-methylamino-l-alanine CNN[C@@H](C)C(=O)O